COC1=C(C(=O)OC)C=CC=C1C1COCC1 methyl 2-methoxy-3-(tetrahydrofuran-3-yl)benzoate